Triiodothyroxine C1=C(C=C(C(=C1I)OC2=CC(=C(C(=C2)I)O)I)I)C([C@@](C(=O)O)(N)I)(I)I